4-bromo-1-nitro-2-phenoxy-benzene BrC1=CC(=C(C=C1)[N+](=O)[O-])OC1=CC=CC=C1